N2-(1-methylcyclopropyl)oxalamide CC1(CC1)NC(C(=O)N)=O